N1N=NN=C1CCCCCCCCC1=NN=NN1 5,5'-octamethylenebis(1H-tetrazole)